(S)-5-(3-aminoprop-1-yn-1-yl)-N-(4-(2-(4-(4-chlorophenyl)-2,3,9-trimethyl-6H-thieno[3,2-f][1,2,4]triazolo[4,3-a][1,4]diazepin-6-yl)acetamido)butyl)-3-methylfuran-2-carboxamide NCC#CC1=CC(=C(O1)C(=O)NCCCCNC(C[C@H]1C=2N(C3=C(C(=N1)C1=CC=C(C=C1)Cl)C(=C(S3)C)C)C(=NN2)C)=O)C